3-(1-methylcyclopropyl)-1-(benzenesulfonyl)-1H-pyrrolo[3,2-c]pyridine CC1(CC1)C1=CN(C2=C1C=NC=C2)S(=O)(=O)C2=CC=CC=C2